C(#N)C=1C=C(C=C(C1N[C@H](CCN(C)C)CCC1=CC=C(C=C1)F)F)S(=O)(=O)NC(=O)C12OCC(C1)(C2)C (S)-N-((3-cyano-4-((1-(dimethylamino)-5-(4-fluorophenyl)pentan-3-yl)amino)-5-fluorophenyl)sulfonyl)-4-methyl-2-oxabicyclo[2.1.1]hexane-1-carboxamide